N-(3-(dimethylamino)propyl)-2-((9Z,12Z)-octadeca-9,12-dienamido)-6-((9Z,12Z)-octadeca-9,12-dienoyl)-4,5,6,7-tetrahydrothieno[2,3-c]pyridine-3-carboxamide CN(CCCNC(=O)C1=C(SC=2CN(CCC21)C(CCCCCCC\C=C/C\C=C/CCCCC)=O)NC(CCCCCCC\C=C/C\C=C/CCCCC)=O)C